Crotonaldehyd C(\C=C\C)=O